1-Butyl-3-(4-((5,5-dimethyl-2,4-dioxotetrahydropyrimidin-1(2H)-yl)methyl)-4-methylcyclohexyl)urea C(CCC)NC(=O)NC1CCC(CC1)(C)CN1C(NC(C(C1)(C)C)=O)=O